((3-hydroxypropyl)azanediyl)bis(butane-4,1-diyl)(2E,2'E)-bis(3-butylundec-2-enoate) OCCCN(CCCC/C(/C(=O)[O-])=C(\CCCCCCCC)/CCCC)CCCC/C(/C(=O)[O-])=C(\CCCCCCCC)/CCCC